C1(CC1)C1=CC2=C(OC=3C1=NC(=CC3)OCC=3C(=NOC3C3CC3)C3=C(C=CC=C3Cl)Cl)C=C(C=C2)C(=O)OC methyl 11-cyclopropyl-2-((5-cyclopropyl-3-(2,6-dichlorophenyl)isoxazol-4-yl)methoxy)benzo[6,7]oxepino[3,2-b]pyridine-7-carboxylate